2-((5-acrylamido-4-(3-(dimethylamino)prop-1-yn-1-yl)-2-methoxyphenyl)amino)-4-(1-methyl-1H-indol-3-yl)pyrimidine-5-carboxylic acid methyl ester COC(=O)C=1C(=NC(=NC1)NC1=C(C=C(C(=C1)NC(C=C)=O)C#CCN(C)C)OC)C1=CN(C2=CC=CC=C12)C